2-CHLORO-5-(TRIFLUOROMETHYL)THIOPHENE-3-BORONIC ACID ClC=1SC(=CC1B(O)O)C(F)(F)F